(1S,2S)-8-(Methylsulfonyl)-2-((R)-5H-imidazo[5,1-a]isoindol-5-yl)-8-azaspiro[4.5]decan-1-ol CS(=O)(=O)N1CCC2(CC[C@H]([C@@H]2O)[C@H]2N3C(C4=CC=CC=C24)=CN=C3)CC1